FC1(CC(C1)C=1N=CN2C1C1=CC(=C(C=C1CC2)OC)C2=NN(C=C2)C)F 1-(3,3-difluorocyclobutyl)-8-methoxy-9-(1-methyl-1H-pyrazol-3-yl)-5,6-dihydroimidazo[5,1-a]isoquinoline